[N+](=O)([O-])C=1C=C(C=CC1)N=NC=1C=C(N)C=CC1 3-[(3-nitrophenyl)diazenyl]aniline